(1R,5S)-(3,8-diazabicyclo[3.2.1]oct-3-yl-2-((dihydro-1'H,3'H-spiro[oxetan-3,2'-pyrrolizine]-7a'(5'H)-yl)methoxy)-8-fluoropyrido[4,3-d]pyrimidin-7-yl)-5-ethyl-6-fluoronaphthalen-2-ol [C@H]12CN(C[C@H](CC1)N2)C=2C1=C(N=C(N2)OCC23CCCN3CC3(C2)COC3)C(=C(N=C1)C1=C(C=CC3=C(C(=CC=C13)F)CC)O)F